N-(4-cyanobicyclo[2.2.2]oct-1-yl)-2-iodo-5-(trifluoromethyl)benzamide C(#N)C12CCC(CC1)(CC2)NC(C2=C(C=CC(=C2)C(F)(F)F)I)=O